C(#N)C(C)(C)C1=CC(=C2C=NN(C2=C1)C1OCCCC1)NCCOCCCCNC(OC(C)(C)C)=O tert-butyl (4-(2-((6-(2-cyanopropan-2-yl)-1-(tetrahydro-2H-pyran-2-yl)-1H-indazol-4-yl)amino)ethoxy)butyl)carbamate